COC1=CC2=C(C=3C=C(OC31)C)C=C(S2)C(=O)OCC ethyl 4-methoxy-2-methylthieno[3,2-E]benzofuran-7-carboxylate